(+/-)-(4-(5-(((1S,3s)-3-(isopropoxycarbonyl)cyclohexyl)oxy)-6-methylpyridin-2-yl)-3-methoxy-1-methyl-1H-pyrazol-5-yl)methyl-4-nitrobenzoate C(C)(C)OC(=O)[C@@H]1C[C@H](CCC1)OC=1C=CC(=NC1C)C=1C(=NN(C1COC(C1=CC=C(C=C1)[N+](=O)[O-])=O)C)OC |r|